7-(indazol-5-yl)-Tryptophan N1N=CC2=CC(=CC=C12)C1=C2NC=C(C[C@H](N)C(=O)O)C2=CC=C1